benzyl (R)-4-(2-hydroxy-3-(5-methyl-1H-tetrazol-1-yl)propoxy)benzoate O[C@@H](COC1=CC=C(C(=O)OCC2=CC=CC=C2)C=C1)CN1N=NN=C1C